N-(2-carboxyethyl)-N-[2-[(carboxymethyl)amino]ethyl]beta-alanine C(=O)(O)CCN(CCC(=O)O)CCNCC(=O)O